COC(C=COC)=O 3-methoxy-acrylic acid methylester